tert-butyl 7-acryloyl-2-(4-cyclobutylphenyl)-2,3,4,5a,6,7,8,9-octahydro-5H-1,2,5,7-tetraazabenzo[cd]azulene-5-carboxylate C(C=C)(=O)N1CC2C3=C(N(N=C3CC1)C1=CC=C(C=C1)C1CCC1)CCN2C(=O)OC(C)(C)C